P-(4-aminophenyl)-P-phenylphosphinic acid NC1=CC=C(C=C1)P(O)(=O)C1=CC=CC=C1